N-(4-chlorobenzo[d]isoxazol-3-yl)-3-(pentafluoro-λ6-sulfanyl)benzenesulfonamide ClC1=CC=CC2=C1C(=NO2)NS(=O)(=O)C2=CC(=CC=C2)S(F)(F)(F)(F)F